4-cyano-4'-n-octyloxybiphenyl C(#N)C1=CC=C(C=C1)C1=CC=C(C=C1)OCCCCCCCC